(R)-1-(1-(3,3-dimethyl-2-oxobutyl)-2-oxo-5-(pyridin-2-yl)-2,3-dihydro-1H-benzo[e][1,4]diazepin-3-yl)-3-(3-(methylamino)phenyl)urea CC(C(CN1C([C@@H](N=C(C2=C1C=CC=C2)C2=NC=CC=C2)NC(=O)NC2=CC(=CC=C2)NC)=O)=O)(C)C